N-((2-(6-((2S,6S)-2-(hydroxymethyl)-6-methylmorpholino)pyridin-2-yl)-1,6-naphthyridin-7-yl)methyl)-5-(methylsulfonyl)nicotinamide OC[C@H]1O[C@H](CN(C1)C1=CC=CC(=N1)C1=NC2=CC(=NC=C2C=C1)CNC(C1=CN=CC(=C1)S(=O)(=O)C)=O)C